S1C(=NC2=C1C=CC=C2)C2=C(C=CC=C2)C2=CC(=NC(=C2N2C1=CC=CC=C1C=1C=C(C=CC21)C#N)C2=CC=C(C=C2)N2C1=CC=C(C=C1C=1C=C(C=CC21)C)C)N2C1=CC=CC=C1C=1C=C(C=CC21)C#N 9,9'-(4-(2-(benzo[d]thiazol-2-yl)phenyl)-6-(4-(3,6-dimethyl-9H-carbazol-9-yl)phenyl)pyridine-2,5-diyl)bis(9H-carbazole-3-carbonitrile)